propyl-p-hydroxybenzoic acid C(CC)C1=C(C(=O)O)C=CC(=C1)O